ClC1=CC(=CC=2OC3=C(C21)C=CC=C3)C=3C2=CC=CC=C2C(=C2C=CC=CC32)C=3C=CC2=C(OC1=C2C=CC=C1)C3 1-chloro-3-(10-(dibenzofuran-3-yl)anthracen-9-yl)dibenzofuran